C(C)(C)(C)OC(=O)NCC=1OC2=C(C1Cl)C=C(C=C2C(=O)OC)F methyl 2-(((tert-butoxycarbonyl)amino)methyl)-3-chloro-5-fluorobenzofuran-7-carboxylate